(1S,2S)-1,2-bis(1-methyl-1H-benzo[d]imidazol-2-yl)ethane-1,2-diol CN1C(=NC2=C1C=CC=C2)[C@@H]([C@@H](O)C2=NC1=C(N2C)C=CC=C1)O